2-chloro-4-(1-methoxyethyl)pyridine ClC1=NC=CC(=C1)C(C)OC